ethyl (E)-2-((3-bromo-2-(cyanomethoxy)phenyl)diazenyl)-2-chloroacetate BrC=1C(=C(C=CC1)/N=N/C(C(=O)OCC)Cl)OCC#N